manganese zinc indium [In].[Zn].[Mn]